CNC(=O)C1=CC2=C(N(N=C2C2=CC=CC=C2)C2=CC=CC=C2)O1 N-methyl-1,3-diphenyl-1H-furo[2,3-c]pyrazole-5-carboxamide